NC1=NC(=NC=N1)C=1C=C(C=C(C1)Cl)[C@H]1N(CCOC1)C(=O)OC(C)(C)C tert-butyl (R)-3-(3-(4-amino-1,3,5-triazin-2-yl)-5-chlorophenyl)morpholine-4-carboxylate